5-(2,8-dimethylimidazo[1,2-a]pyridin-6-yl)-2-(6-{[(3S,4R)-3-fluoro-2,2,6,6-tetramethylpiperidin-4-yl]oxy}pyridazin-3-yl)pyridin-3-ol trihydrochloride Cl.Cl.Cl.CC=1N=C2N(C=C(C=C2C)C=2C=C(C(=NC2)C=2N=NC(=CC2)O[C@H]2[C@H](C(NC(C2)(C)C)(C)C)F)O)C1